N1N=NN=C1NC([C@H](CCCCNC(C)=N)N)=O (S)-6-acetimidoylamino-2-amino-hexanoic acid (1H-tetrazole-5-yl)-amide